CN(C(=O)C1=CC=C(C=C1)C1=NN2C(S1)=NC(=C2)C2CCN(CC2)C(=O)OC(C)C)C isopropyl 4-(2-(4-(dimethylcarbamoyl) phenyl)imidazo[2,1-b][1,3,4]thiadiazol-6-yl)piperidin-1-carboxylat